BrC1=NN=C(S1)NC([C@H](C1=CC=C(C=C1)C=1N=NN(N1)C)[C@@H]1CC(CC1)(F)F)=O (S)-N-(5-Bromo-1,3,4-thiadiazol-2-yl)-2-((S)-3,3-difluorocyclopentyl)-2-(4-(2-methyl-2H-tetrazol-5-yl)phenyl)acetamide